2-pyridin-3-YL-acetamide N1=CC(=CC=C1)CC(=O)N